(3R,9R*)-tert-Butyl 11,11-difluoro-9-(hydroxymethyl)-3-methyl-3,4,8,9,10,11-hexahydro-1H-pyrido[4',3':3,4]pyrazolo[1,5-a]azepine-2(7H)-carboxylate FC1(C=2N(CC[C@H](C1)CO)N=C1C2CN([C@@H](C1)C)C(=O)OC(C)(C)C)F |o1:6|